6,7-dimethoxy-9-(1-methyl-1,2,3,4-tetrahydroquinolin-7-yl)naphtho[2,3]furan COC=1C(=CC2=C(C3=C(C=CO3)C=C2C1)C1=CC=C2CCCN(C2=C1)C)OC